5-oxo-1,4-dihydro-tetrazolium O=C1NN=N[NH2+]1